2-(2-amino-5-phenyl-pyridin-3-yloxymethyl)-benzonitrile NC1=NC=C(C=C1OCC1=C(C#N)C=CC=C1)C1=CC=CC=C1